ethyl 2-{[7-(3-methoxybenzyl)-3-methyl-2,6-dioxo-2,3,6,7-tetrahydro-1H-purin-8-yl]thio}butanoate COC=1C=C(CN2C(=NC=3N(C(NC(C23)=O)=O)C)SC(C(=O)OCC)CC)C=CC1